4-{[6-(5-chloro-2-fluorophenyl)pyridazin-4-yl]Amino}quinoline-6-carboxylic acid methyl ester COC(=O)C=1C=C2C(=CC=NC2=CC1)NC1=CN=NC(=C1)C1=C(C=CC(=C1)Cl)F